(1S,2R)-2-((S)-5-chloro-8-((4-methylisoxazol-5-yl)methoxy)-1-((2-oxopyrrolidin-1-yl)methyl)-1,2,3,4-tetrahydroisoquinoline-2-carbonyl)-1-methylcyclohexane-1-carboxylic acid ClC1=C2CCN([C@@H](C2=C(C=C1)OCC1=C(C=NO1)C)CN1C(CCC1)=O)C(=O)[C@H]1[C@](CCCC1)(C(=O)O)C